N1-(2-(dimethylamino)ethyl)-N4-(4-(7-methoxy-1H-indol-3-yl)pyrimidin-2-yl)-N1-methyl-2-nitrobenzene-1,4-diamine CN(CCN(C1=C(C=C(C=C1)NC1=NC=CC(=N1)C1=CNC2=C(C=CC=C12)OC)[N+](=O)[O-])C)C